((R)-2-(((2R,3S,4R,5R)-5-(6-chloro-4-(cyclopentylamino)-1H-pyrazolo[3,4-d]pyrimidin-1-yl)-3,4-dihydroxytetrahydrofuran-2-yl)methoxy)-1-methoxypropan-2-yl)phosphonic acid ClC1=NC(=C2C(=N1)N(N=C2)[C@H]2[C@@H]([C@@H]([C@H](O2)CO[C@](COC)(C)P(O)(O)=O)O)O)NC2CCCC2